BrC(C)OC(C)Br bis(1-bromoethyl) ether